ClC1=C2CN(C(C2=CC(=C1)CNC1(CCC1)C)=O)C1=CC(=CC=C1)[C@H](C1COC1)C1=NN=CN1C (S)-4-chloro-2-(3-((4-methyl-4H-1,2,4-triazol-3-yl)(oxetan-3-yl)methyl)phenyl)-6-(((1-methylcyclobutyl)amino)methyl)-isoindolin-1-one